7-cyclopentyl-2-[[5-[4-(2,2-dimethoxyethyl)-1-piperidinyl]-2-pyridinyl]amino]-N,N-dimethyl-pyrrolo[2,3-d]pyrimidine-6-carboxamide C1(CCCC1)N1C(=CC2=C1N=C(N=C2)NC2=NC=C(C=C2)N2CCC(CC2)CC(OC)OC)C(=O)N(C)C